NC1=NC=2C=NC(=CC2C2=C1[C@@H](OC2)C)C(=O)N2[C@H](COCC2)C2=CC=C(C=C2)C(C(F)(F)F)(F)F ((3S)-4-amino-3-methyl-1,3-dihydrofuro[3,4-c][1,7]naphthyridin-8-yl)((3S)-3-(4-(pentafluoroethyl)phenyl)-4-morpholinyl)methanone